COC(=O)C1=CC=CC(=N1)CN1CCOCCOCCN(CCOCCOCC1)CC1=CC=CC=N1 6-[(16-{[6-(methoxycarbonyl)pyridin-2-yl]methyl}-1,4,10,13-tetraoxa-7,16-diazacyclooctadecan-7-yl)methyl]pyridine